O(C(=O)C)[BH-](OC(=O)C)OC(=O)C.[Na+] sodium tri(acetoxyl)borohydride